C1(CC1)COC1=CC(=NC2=CC=CC=C12)C(=O)O 4-(cyclopropylmethoxy)quinoline-2-carboxylic acid